4-bromo-1-(2-methoxyethyl)-1H-pyrrolo[2,3-b]pyridine BrC1=C2C(=NC=C1)N(C=C2)CCOC